1-(pyrimidin-2-yl)cyclobutane-1-ol (R)-1-(2,5-difluoropyridin-3-yl)ethyl-(4-(5-(1-cyanocyclopropane-1-carboxamido)pyrazin-2-yl)-1-methyl-1H-1,2,3-triazol-5-yl)carbamate FC1=NC=C(C=C1[C@@H](C)N(C(=O)OC1(CCC1)C1=NC=CC=N1)C1=C(N=NN1C)C1=NC=C(N=C1)NC(=O)C1(CC1)C#N)F